[La].[Ti] titanium Lanthanum